3-[5-(difluoromethyl)-6-[5-methyl-1-(2,2,2-trifluoroethyl)pyrazol-4-yl]pyridin-2-yl]-6-[6-[[4-(oxetan-3-yl)piperazin-1-yl]methyl]pyridazin-3-yl]oxypyrazolo[1,5-a]pyridine FC(C=1C=CC(=NC1C=1C=NN(C1C)CC(F)(F)F)C=1C=NN2C1C=CC(=C2)OC=2N=NC(=CC2)CN2CCN(CC2)C2COC2)F